(S)-1-(1-((5-(4-(pyrimidin-5-ylethynyl)phenyl)isoxazol-3-yl)methyl)-1H-imidazol-2-yl)ethan-1-ol magnesium [Mg].N1=CN=CC(=C1)C#CC1=CC=C(C=C1)C1=CC(=NO1)CN1C(=NC=C1)[C@H](C)O